2-{5-[(1R)-1-aminoethyl]-1,2,4-oxadiazol-3-yl}-N-[(3S,4R)-3-fluoro-1-methylpiperidin-4-yl]-3-[(trifluoromethyl)sulfanyl]indolizin-8-amine N[C@H](C)C1=NC(=NO1)C=1C=C2C(=CC=CN2C1SC(F)(F)F)N[C@H]1[C@H](CN(CC1)C)F